(2r,4r)-2-methyl-4-((3-(methylcarbamoyl)-7-(trifluoromethyl)thieno[3,2-b]pyridin-5-yl)oxy)piperidine-1-carboxylic acid tert-butyl ester C(C)(C)(C)OC(=O)N1[C@@H](C[C@@H](CC1)OC1=CC(=C2C(=N1)C(=CS2)C(NC)=O)C(F)(F)F)C